CN1CC(CC1)OC1=CC=C(C=C1)[N+](=O)[O-] 1-methyl-3-(4-nitrophenoxy)pyrrolidine